FC1CC(N(C1)C(=O)OC(C)(C)C)C(=O)OC 1-(t-butyl) 2-methyl 4-fluoropyrrolidin-1,2-dicarboxylate